C(C)(C)(C)OC(=O)N1CCC(CC1)C(C(OC(C(OC)=O)C(C1=CC=C(C=C1)OC1=CC=C(C=C1)OC)=O)=O)CCO[Si](C(C)(C)C)(C)C 4-(4-(4-(4-methoxyphenoxy)benzoyl)-11,11,12,12-tetramethyl-3,6-diOxo-2,5,10-trioxa-11-silatridecan-7-yl)piperidine-1-carboxylic acid tert-butyl ester